NC1=CC=C(C(=O)NC2C(CCCC2)NC(C2=CC=C(C=C2)N)=O)C=C1 N,N'-bis(4-aminobenzoyl)cyclohexane-1,2-diamine